methyl (2S,4R)-1-(2-(3-bromo-5-oxo-5,7-dihydro-6H-pyrrolo[3,4-b]pyridin-6-yl)acetyl)-4-(difluoromethoxy)pyrrolidine-2-carboxylate BrC=1C=C2C(=NC1)CN(C2=O)CC(=O)N2[C@@H](C[C@H](C2)OC(F)F)C(=O)OC